FC=1C=C(C=C(C1C(C)C)F)[C@@H](NC(=O)[C@H]1N(C[C@@H](C1)F)C(CN1N=NN=C1)=O)C1=CC=CC=C1 (2S,4R)-N-[(S)-[3,5-difluoro-4-(propan-2-yl)phenyl](phenyl)methyl]-4-fluoro-1-[2-(1H-1,2,3,4-tetrazol-1-yl)acetyl]pyrrolidine-2-carboxamide